C(#N)C=1C=C(C=CC1)C=1N=C(SC1C1=CC([N+](C(=C1)C)=O)C)NC(=O)N1CC2(COC2)C1 N-[4-(3-cyanophenyl)-5-(2,6-dimethyl-1-oxo-pyridin-1-ium-4-yl)thiazol-2-yl]-2-oxa-6-azaspiro[3.3]heptane-6-carboxamide